5-benzyl-2-oxa-5-azaspiro[3.5]nonane C(C1=CC=CC=C1)N1C2(COC2)CCCC1